The molecule is a peptide anion that is the conjugate acid of pyroglutamylvaline, obtained by deprotonation of the carboxy group; major species at pH 7.3. It is a conjugate acid of a pyroglutamylvaline. CC(C)[C@@H](C(=O)[O-])NC(=O)[C@@H]1CCC(=O)N1